3-((1r,3r)-3-(3-methoxy-3-oxopropoxy)cyclobutoxy)propionic acid COC(CCOC1CC(C1)OCCC(=O)O)=O